CC1N(CCC2(C1)OCCC1=C2SC(=C1)C(F)(F)F)CC=1N=NN(C1)CCS(=O)(=O)C 2'-methyl-1'-[[1-(2-methylsulfonylethyl)triazol-4-yl]methyl]-2-(trifluoromethyl)spiro[4,5-dihydrothieno[2,3-c]pyran-7,4'-piperidine]